C1(=CC=C(C=C1)CNC1=CC(=NC=2N1N=CC2CC)Cl)C2=CC=CC=C2 N-([1,1'-biphenyl]-4-ylmethyl)-5-chloro-3-ethylpyrazolo[1,5-a]pyrimidin-7-amine